FC=1C=C2C(C(=CN(C2=NC1N1CC(C1)N1N=CC=N1)C1=NC=NS1)C(=O)O)=O 6-fluoro-4-oxo-1-(1,2,4-thiadiazol-5-yl)-7-[3-(2H-1,2,3-triazol-2-yl)azetidin-1-yl]1,4-dihydro-1,8-naphthyridine-3-carboxylic acid